CS(=O)(=O)\C=C/[C@@H](C)N (Z,2R)-4-methylsulfonylbut-3-en-2-amine